BrC=1C=C2C=C(C(N(C2=CC1)C)=O)C(=O)NC1=NC=C(C=N1)F 6-Bromo-N-(5-fluoropyrimidin-2-yl)-1-methyl-2-oxo-quinoline-3-carboxamide